NC1=CC=C(C=N1)/C=C/C(=O)NCC=1OC2=C(C1)C(=CC(=C2)C2=NC=C(C=C2)C(=O)N2CCC(CC2)(F)F)C(F)(F)F (E)-3-(6-aminopyridin-3-yl)-N-((6-(5-(4,4-difluoropiperidine-1-carbonyl)pyridin-2-yl)-4-(trifluoromethyl)benzofuran-2-yl)methyl)acrylamide